N,N'-dimethylpropylurea CN(C(=O)NC)CCC